(2R)-2-(1-chlorocyclopropyl)-4-[(1R)-2,2-dichloropropyl]-1-(1H-1,2,4-triazol-1-yl)butan-2-ol ClC1(CC1)[C@](CN1N=CN=C1)(CCCC(C)(Cl)Cl)O